N-(1-(4-(2-(2,6-Diazaspiro[3.3]heptan-2-yl)propyl)phenyl)-2-oxo-1,2-dihydropyrimidin-4-yl)-4-(2-amino-2-methylpropanoyl)piperazine-1-carboxamide Hydrochloride Salt Cl.C1N(CC12CNC2)C(CC2=CC=C(C=C2)N2C(N=C(C=C2)NC(=O)N2CCN(CC2)C(C(C)(C)N)=O)=O)C